FC1=C(C=C2C=CN(C(C2=C1)=O)CCC[C@H](C#N)NC=1C=NNC(C1C(F)(F)F)=O)C1=NC=C(C=N1)C(F)(F)F (2R)-5-[7-fluoro-1-oxo-6-[5-(trifluoromethyl)pyrimidin-2-yl]-2-isoquinolyl]-2-[[6-oxo-5-(trifluoromethyl)-1H-pyridazin-4-yl]amino]pentanenitrile